(4-Cyclopropyl-2-(methoxymethoxy)phenyl)boronic acid C1(CC1)C1=CC(=C(C=C1)B(O)O)OCOC